di-n-pentyl 4-vinylphenylphosphonate C(=C)C1=CC=C(C=C1)P(OCCCCC)(OCCCCC)=O